oxetane-3,3-diyldimethylamine dihydrochloride Cl.Cl.O1CC(C1)=CNC